C(C)OC(=O)C=1C=NC=C(C1)C(=O)OCC Diethyl-3,5-pyridinedicarboxylate